C(C1=CC=CC=C1)O[C@H]1[C@](O[C@@H]([C@H]1OCC1=CC=CC=C1)COCC1=CC=CC=C1)(C#N)C1=CC=C2C(=NC=NN21)Cl (2R,3R,4R,5R)-3,4-bis(benzyloxy)-5-((benzyloxy)methyl)-2-(4-chloropyrrolo[2,1-f][1,2,4]triazin-7-yl)tetrahydrofuran-2-carbonitrile